O1C2(OCC1)C1CCCC1C2 spiro[bicyclo[3.2.0]heptane-6,2'-[1,3]dioxolan]